5-oxo-5-p-tolylpentanehydrazide O=C(CCCC(=O)NN)C1=CC=C(C=C1)C